2,2,2-trifluoro-acetic anhydride FC(C(=O)OC(C(F)(F)F)=O)(F)F